BrC=1C(N(C(=CC1OCC1=C(CNC(OC)=O)C=C(C=C1)F)C)C1=C(C=CC(=C1)C(=O)NC)C)=O methyl 2-{[(3-bromo-6-methyl-1-{2-methyl-5-[(methylamino) carbonyl] phenyl}-2-oxo-1,2-dihydropyridin-4-yl) oxy] methyl}-5-fluorobenzylcarbamate